ClC1=CC=C(C=C1)NC(=O)C1C(C2=CC=C(C=C2C1=O)S(=O)(=O)C=1C=C2C(C(C(C2=CC1)=O)C(NC1=CC=C(C=C1)Cl)=O)=O)=O N-(4-chlorophenyl)-5-({2-[(4-chlorophenyl)carbamoyl]-1,3-dioxo-2,3-dihydro-1H-inden-5-yl}sulfonyl)-1,3-dioxo-2,3-dihydro-1H-indene-2-carboxamide